trans-4-(1-pyrrolidinyl)tetrahydro-3-furanol N1(CCCC1)[C@H]1[C@@H](COC1)O